N-(4-(4-amino-7-methyl-7H-pyrrolo[2,3-d]pyrimidin-5-yl)-3-(trifluoromethoxy)phenyl)-2-(3-fluorophenyl)-2-hydroxyacetamide NC=1C2=C(N=CN1)N(C=C2C2=C(C=C(C=C2)NC(C(O)C2=CC(=CC=C2)F)=O)OC(F)(F)F)C